CS(=O)(=O)C1=C(C=C(C=C1)CC1CC2(CNC2)CC1)C(F)(F)F 6-[[4-methylsulfonyl-3-(trifluorometh-yl)phenyl]methyl]-2-azaspiro[3.4]octane